FC(C1=NC(=NO1)C1=CC2=C([C@@H](CO2)NC(=O)C=2N=NN(N2)C)C=C1)F (S)-N-(6-(5-(difluoromethyl)-1,2,4-oxadiazol-3-yl)-2,3-dihydrobenzofuran-3-yl)-2-methyl-2H-tetrazole-5-carboxamide